BrC1=CC=C(C=C1)N(C(=O)[C@H]1N(C[C@H](C1)OCC(=O)O)C([C@H](C(C)(C)C)NC(=O)C1=CC2=C(S1)C=CC(=C2)C(P(=O)(O)O)(F)F)=O)CCC(=O)O 3-((2S,4S)-N-(4-bromophenyl)-4-(carboxymethoxy)-1-((S)-2-(5-(difluoro(phosphono)methyl)benzo[b]thiophene-2-carboxamido)-3,3-dimethylbutanoyl)pyrrolidine-2-carboxamido)propanoic acid